rac-(3R)-3-(4-{[1-(piperidine-4-carbonyl)piperidin-4-yl]oxy}phenyl)piperidine-2,6-dione N1CCC(CC1)C(=O)N1CCC(CC1)OC1=CC=C(C=C1)[C@@H]1C(NC(CC1)=O)=O |r|